C(C)C(C(C)(C)C)OC(CC)=O propionic acid-(1-ethyl-2,2-dimethyl-propyl) ester